3-(4,4-Difluoropiperidin-1-yl)-1-methyl-1H-indazol-5-amine-7-d FC1(CCN(CC1)C1=NN(C2=C(C=C(C=C12)N)[2H])C)F